FC(OC1=CC=C(C=C1)C1=CC=C(O1)CO)(F)F 5-(4-trifluoromethoxyphenyl)furan-2-methanol